3-(3,4-dihydroxyphenyl)-5,7-dihydroxybenzopyran-4-one OC=1C=C(C=CC1O)C1=COC2=C(C1=O)C(=CC(=C2)O)O